(R)-N-(4-((2-(2-fluorophenyl)pyridin-4-yl)amino)-7-((1-(1-methylazetidin-3-yl)pyrrolidin-3-yl)oxy)quinazolin-6-yl)acrylamide FC1=C(C=CC=C1)C1=NC=CC(=C1)NC1=NC=NC2=CC(=C(C=C12)NC(C=C)=O)O[C@H]1CN(CC1)C1CN(C1)C